O[C@]1([C@@H](CCC1)N1C(C=CC2=C1N=C(N=C2)NC2CCN(CC2)S(=O)(=O)C)=O)C |r| (±)-8-(trans-2-hydroxy-2-methylcyclopentyl)-2-((1-(methylsulfonyl)piperidin-4-yl)amino)pyrido[2,3-d]pyrimidin-7(8H)-one